CN1N=NC2=C1C=CC(=C2C)C(C(C(=O)O)(C)C)C2=CC(=C(C=C2)C)CN2CC(OC1=C(C2)C=CC=C1F)(C)C 3-(1,4-Dimethyl-1H-benzo[d][1,2,3]triazol-5-yl)-3-(3-((9-fluoro-2,2-dimethyl-2,3-dihydrobenzo[f][1,4]oxazepin-4(5H)-yl)methyl)-4-methylphenyl)-2,2-dimethylpropanoic acid